ClC=1C(=NC(=NC1)N[C@H]1CNCCC1)C1=CN(C2=CC=CC=C12)S(=O)(=O)C1=CC=CC=C1 (R)-5-chloro-4-(1-(phenylsulfonyl)-1H-indol-3-yl)-N-(piperidin-3-yl)pyrimidin-2-amine